tert-butyl (1R,4R)-5-((1-(1H-pyrazol-4-yl)piperidin-4-yl)methyl)-2,5-diazabicyclo[2.2.1]heptane-2-carboxylate N1N=CC(=C1)N1CCC(CC1)CN1[C@H]2CN([C@@H](C1)C2)C(=O)OC(C)(C)C